ClC=1C=CC(=C(C(=O)C2=CC=C(C(=O)N[C@H]3[C@@H](CNC3)NC(=O)C3=CC=NC=C3)C=C2)C1)O N-[(3R,4R)-4-[4-(5-chloro-2-hydroxybenzoyl)benzamido]pyrrolidin-3-yl]pyridine-4-carboxamide